menthylacrylic acid tert-butyl ester C(C)(C)(C)OC(C(=C)C1CC(CCC1C(C)C)C)=O